OC1=C(C=CC=C1)C1=CC2=C(N=N1)NC1=C2CNCC1 3-(2-hydroxyphenyl)-5,7,8,9-tetrahydro-6H-pyrido[3',4':4,5]Pyrrolo[2,3-c]Pyridazine